C(CCC)P(O)(O)(O)CCCC.P(OCCCC)(OCCCC)O dibutyl phosphite (Dibutyl phosphite)